6-[2-(methoxymethyloxy)-3-methyl-4-(2-oxopropoxy)phenyl]-5-methyl-4,5-dihydro-2H-pyridazin-3-one COCOC1=C(C=CC(=C1C)OCC(C)=O)C=1C(CC(NN1)=O)C